N1(N=NC=C1)C1=CC=C(C=O)C=C1 4-(1H-1,2,3-triazol-1-yl)benzaldehyde